FCCCN1C[C@H](CC1)OC1=CC=C(C=C1)C1=C(CCCC2=C1C=CC(=C2)O)C=2C=NC(=NC2)C(F)(F)F 5-[4-[(3S)-1-(3-fluoropropyl)pyrrolidin-3-yl]oxyphenyl]-6-[2-(trifluoro-methyl)pyrimidin-5-yl]-8,9-dihydro-7H-benzo[7]annulen-2-ol